N-[2-[(1R,5S)-6,6-difluoro-3-bicyclo[3.1.0]hexanyl]-4-(2-fluorophenyl)-3-pyridyl]-2-isopropyl-pyrimidine-5-carboxamide FC1([C@H]2CC(C[C@@H]12)C1=NC=CC(=C1NC(=O)C=1C=NC(=NC1)C(C)C)C1=C(C=CC=C1)F)F